4'-methoxy-3,5-dihydroxyl-(E)-stilbene COC1=CC=C(/C=C/C2=CC(=CC(=C2)O)O)C=C1